ClC1=NC=CC(=N1)N1N=NN=C1C 2-chloro-4-(5-methyl-1H-tetrazol-1-yl)pyrimidine